FC1(C(N(C2=C(O1)C=C(C(=C2)C2=C(C(=C(C(=C2F)F)F)F)F)C)[C@@H](C(=O)O)C)=O)F (R)-2-(2,2-difluoro-7-methyl-3-oxo-6-(perfluorophenyl)-2,3-dihydro-4H-benzo[b][1,4]oxazin-4-yl)propionic acid